C(C1=CC=CC=C1)C1CC(=NO1)CNC(=O)C=1C(=NN(C1)C)C 5-benzyl-3-((1,3-dimethyl-1H-pyrazole-4-carboxamido)methyl)-4,5-dihydroisoxazole